1-[(benzyloxy)carbonyl]piperidine-4-carboxylic acid C(C1=CC=CC=C1)OC(=O)N1CCC(CC1)C(=O)O